(Z)-2-(4-(1-cyano-2-(4-methoxyphenyl)vinyl)phenyl)-N-isobutylamine C(#N)\C(=C/C1=CC=C(C=C1)OC)\C1=CC=C(C=C1)C(CN)(C)C